C1(CCCC1)C=1C=NC2=CC(=C(C=C2C1)OC)OC 3-Cyclopentyl-6,7-dimethoxy-quinoline